CN1N=NN=C1\C(\C1=CC=CC=C1)=N/OCC1=CC=CC(=N1)NC([O-])=O [6-[[(Z)-[(1-methyltetrazol-5-yl)-phenyl-methylene]amino]oxymethyl]-2-pyridyl]carbamate